N'-[2-chloro-4-(3-fluorophenoxy)-5-methylphenyl]-N-ethyl-N-methylimidoformamide ClC1=C(C=C(C(=C1)OC1=CC(=CC=C1)F)C)N=CN(C)CC